ClC1=C(C(=CC(=C1)F)Cl)C1=CC=NC2=CC(=CC=C12)O[C@@H](C(=O)N1CC2(C(C2)C(=O)O)CCC1)C |r| 5-[rac-(2R)-2-[[4-(2,6-dichloro-4-fluoro-phenyl)-7-quinolyl]oxy]propanoyl]-5-azaspiro[2.5]octane-2-carboxylic acid